C(#N)C1=CN=C(S1)N1N=CN=C1[C@H](C)[NH3+] [(1S)-1-[2-(5-cyanothiazol-2-yl)-1,2,4-triazol-3-yl]ethyl]ammonium